C(CCCCC(C)C)(=O)OC(CCCCC(C)C)=O iso-octanoic anhydride